tert-Butyl 3-(7-bromo-5-chloro-4-(trifluoromethyl)benzo[d]oxazol-2-yl)-3,9-diazabicyclo[3.3.1]nonane-9-carboxylate BrC1=CC(=C(C=2N=C(OC21)N2CC1CCCC(C2)N1C(=O)OC(C)(C)C)C(F)(F)F)Cl